lithium 6-methyl-4-(((1R,3r,5S)-8-methyl-8-azabicyclo[3.2.1]octan-3-yl)ethynyl)picolinate CC1=CC(=CC(=N1)C(=O)[O-])C#CC1C[C@H]2CC[C@@H](C1)N2C.[Li+]